N,N-diphenylaminopropyltriethoxysilane C1(=CC=CC=C1)N(C1=CC=CC=C1)CCC[Si](OCC)(OCC)OCC